2,3,6-trichlorophenol ClC1=C(C(=CC=C1Cl)Cl)O